Cl[Ru-2](C1(C(C(C(C=C1)C)(C)C)(C)C)C)(C1(C(C(C(C=C1)C)(C)C)(C)C)C)Cl Dichlorobis(hexamethylphenyl)ruthenium (II)